(E)-N,N-dimethyl-2-(2-methyl-5-nitro-4-pyridinyl)vinylamine CN(C)\C=C\C1=CC(=NC=C1[N+](=O)[O-])C